C(N(C1=NC=CC=C1[N+](=O)[O-])C([2H])([2H])[2H])([2H])([2H])[2H] N,N-bis(methyl-d3)-3-nitropyridin-2-amine